2-Amino-3-(3-(cyclohexylmethoxy)phenyl)propan-1-ol NC(CO)CC1=CC(=CC=C1)OCC1CCCCC1